FC1=C(C(=C(C=C1)C=1CCCC2=C(C1C1=CC=C(C=C1)C=C1CN(C1)CCCF)C=CC=C2)C)C 8-(4-Fluoro-2,3-dimethylphenyl)-9-(4-((1-(3-fluoropropyl)azetidin-3-yliden)methyl)phenyl)-6,7-dihydro-5H-benzo[7]annulen